NC=1N=C(SC1C(=O)C1=CC=NC=C1)N(C1=CC(=C(C=C1)Cl)F)[C@@H](C(=O)N)C (R)-2-(N-[4-Amino-5-(pyridin-4-carbonyl)thiazol-2-yl]-4-chloro-3-fluoroanilino)propanamid